FC(C1=NC(=C(C#N)C=C1)NC1=CC=CC=2N(C=NC21)COCC[Si](C)(C)C)(F)F 6-(trifluoromethyl)-2-((1-((2-(trimethylsilyl)ethoxy)methyl)-1H-benzo[d]imidazol-4-yl)amino)nicotinonitrile